O1CCC(CC1)N1N=CC2=C1N=C(NC2=O)SC(C(=O)O)C 2-((1-(tetrahydro-2H-pyran-4-yl)-4-oxo-4,5-dihydro-1H-pyrazolo[3,4-d]pyrimidin-6-yl)thio)propionic acid